OC1=C(C(=CC(=C1)OCOC)OCOC)C(\C=C\C1=CC2=C(O[C@H]([C@@H](O2)CO[Si](C(C)C)(C(C)C)C(C)C)C2=CC(=C(C=C2)O)OC)C=C1)=O (E)-1-[2-Hydroxy-4,6-bis(methoxymethoxy)phenyl]-3-[(2S,3S)-2-(4-hydroxy-3-methoxyphenyl)-3-[tri(propan-2-yl)silyloxymethyl]-2,3-dihydro-1,4-benzodioxin-6-yl]prop-2-en-1-one